O[C@@]1(C(CN(CC1)C([C@@H](CC(F)(F)F)C)=O)(C)C)CN1C=C(C(=CC1=O)C1=CC=CC=C1)C(=O)N(C)C 1-(((S)-4-hydroxy-3,3-dimethyl-1-((R)-4,4,4-trifluoro-2-methylbutanoyl)piperidin-4-yl)methyl)-N,N-dimethyl-6-oxo-4-phenyl-1,6-dihydropyridine-3-carboxamide